(S)-N-(4-Cyano-3-(trifluoromethyl)phenyl)-3-(4-fluoro-1H-pyrazol-1-yl)-2-hydroxy-2-methylpropanamide C(#N)C1=C(C=C(C=C1)NC([C@@](CN1N=CC(=C1)F)(C)O)=O)C(F)(F)F